O1CC=C(C=C1)S pyran-4-thiol